N-isopropyl-N'-(3-(1,4,5,6,7,8,9-heptahydroquinolizin-2-yl)pyrrolo[3,2-b]pyridin-5-yl)thiourea C(C)(C)NC(=S)NC1=CC=C2C(=N1)C(=CN2)C=2CC1CCCCN1CC2